C(C)OC(=O)[C@H]1[C@@H](CN(CC1)C(=O)OC(C)(C)C)C=1C=NN(C1)C(F)F trans-3-(1-(difluoromethyl)-1H-pyrazol-4-yl)piperidine-1,4-dicarboxylic acid 1-(tert-butyl) ester 4-ethyl ester